1-(2-(6-(trifluoromethyl)imidazo[1,2-a]pyrazin-3-yl)pyrimidin-4-yl)piperidine-4-carboxamide FC(C=1N=CC=2N(C1)C(=CN2)C2=NC=CC(=N2)N2CCC(CC2)C(=O)N)(F)F